5-(2-fluoro-6-hydroxy-3-((6-(methylsulfonyl)-6-azaspiro[2.5]octan-1-yl)ethynyl)phenyl)-1,2,5-thiadiazolidin-3-one 1,1-dioxide FC1=C(C(=CC=C1C#CC1CC12CCN(CC2)S(=O)(=O)C)O)N2CC(NS2(=O)=O)=O